myristyl margarate C(CCCCCCCCCCCCCCCC)(=O)OCCCCCCCCCCCCCC